OC1CN(C1)C(=O)O[C@@H]1CC[C@H](CC1)C(N(CC12CCC(CC1)(CC2)C2=CC=C(C=C2)C(C)C)C2=NC=CC(=N2)C=2C=NN(C2)C(C)C)=O 4-((4-(1-Isopropyl-1H-pyrazol-4-yl)pyrimidin-2-yl)((4-(4-isopropylphenyl) bicyclo[2.2.2]octan-1-yl) methyl)carbamoyl)(trans-cyclohexyl) 3-hydroxyazetidine-1-carboxylate